(1S,3aR,6aS)-2-(3-cyano-6-methyl-4-(trifluoromethyl)pyridin-2-yl)-N-(2,4-difluorophenyl)-N-methyloctahydrocyclopenta[c]pyrrole-1-carboxamide C(#N)C=1C(=NC(=CC1C(F)(F)F)C)N1[C@@H]([C@@H]2[C@H](C1)CCC2)C(=O)N(C)C2=C(C=C(C=C2)F)F